BrC1=C(C=C2OC3=C(C2=O)C=CC(=C3)O)C=CC=C1 2-(2-bromobenzylidene)-6-hydroxybenzofuran-3(2H)-one